2,3-di-tert-butylphenol C(C)(C)(C)C1=C(C=CC=C1C(C)(C)C)O